FC(S(=O)(=O)OC1=C(C(N(C(=C1)C)C1=CC(=NC=C1C)C1=C(C(=CC=C1)C(N(C)C)=O)F)=O)Cl)(F)F 3-chloro-2'-(3-(dimethylcarbamoyl)-2-fluorophenyl)-5',6-dimethyl-2-oxo-2H-[1,4'-bipyridin]-4-yl trifluoromethanesulfonate